methyl 1-cyclobutyl-3-methyl-1H-pyrrolo[2,3-b]pyridine-5-carboxylate C1(CCC1)N1C=C(C=2C1=NC=C(C2)C(=O)OC)C